3-Cyclopropyl-6-[(5-Fluoropyridin-2-Yl)Methyl]-1-[(1R)-1-[6-(Trifluoromethyl)Pyridin-3-Yl]Ethyl]-1H,4H,5H-Pyrazolo[3,4-d]Pyrimidin-4-One C1(CC1)C1=NN(C=2N=C(NC(C21)=O)CC2=NC=C(C=C2)F)[C@H](C)C=2C=NC(=CC2)C(F)(F)F